CC(C[2H])(C)[S@](=O)N (S)-2-methylpropane-2-sulfinamide-1-d